N-(tert-butylsulfonyl)-4-(((1-(1-(3-chloro-5-fluorophenyl)ethyl)-4-fluoropiperidin-4-yl)methoxy)methyl)-5-cyclopropyl-2-fluorobenzamide C(C)(C)(C)S(=O)(=O)NC(C1=C(C=C(C(=C1)C1CC1)COCC1(CCN(CC1)C(C)C1=CC(=CC(=C1)F)Cl)F)F)=O